BrC1=CC=C(C=C1)N1N=C2CCC(CC2=C1O)N1CCN(CC1)C 2-(4-bromophenyl)-5-(4-methylpiperazin-1-yl)-4,5,6,7-tetrahydro-2H-indazol-3-ol